NC1=C(C(=NC(=C1F)C1=CC=C(C=2OCOC21)Cl)C(=O)O)Cl.O2C(=CC1=C2C=CC=C1)C1OC2=CC=CC=C2C=C1 benzofuranyl-chromene 4-amino-3-chloro-6-(7-chlorobenzo[d][1,3]dioxol-4-yl)-5-fluoropyridineformate